3,7-dimethyloctan CC(CC)CCCC(C)C